FC1(CCN(CC1)C1=NC=CC(=N1)NC(C1=C(C=C(C=C1)S(NCCO)(=O)=O)N1CCC2(CC2)CC1)=O)F N-(2-(4,4-Difluoropiperidin-1-yl)pyrimidin-4-yl)-4-(N-(2-hydroxyethyl)sulfamoyl)-2-(6-azaspiro[2.5]octan-6-yl)benzamide